N-(2-(7-methoxy-1H-indol-3-yl)ethyl)-N-methylpropan-2-amine COC=1C=CC=C2C(=CNC12)CCN(C(C)C)C